BrC1=CC(=C(C=O)C(=C1)C(C)C)C(C)C 4-bromo-2,6-diisopropylbenzaldehyde